F[C@@H]1CN(CC[C@@H]1NC1=C2C=C(N(C2=CC=C1)CC(F)(F)F)C#CCNC1=C(C=C(C(=O)OCC)C=C1)OC)C |r| rac-ethyl 4-{[3-(4-{[(3R,4S)-3-fluoro-1-methylpiperidin-4-yl]amino}-1-(2,2,2-trifluoroethyl)-1H-indol-2-yl)prop-2-yn-1-yl]amino}-3-methoxybenzoate